(8β)-8-[(methylthio)methyl]-6-propylergoline CSC[C@H]1CN([C@@H]2CC3=CNC4=CC=CC([C@H]2C1)=C34)CCC